4-(1-carbamimidoyl-1,2,3,6-tetrahydro-pyridin-4-yl)-N-[4-(1-carbamimidoyl-1,2,3,6-tetrahydro-pyridin-4-yl)-3-methoxy-phenyl]-3-chloro-benzamide C(N)(=N)N1CCC(=CC1)C1=C(C=C(C(=O)NC2=CC(=C(C=C2)C=2CCN(CC2)C(N)=N)OC)C=C1)Cl